FC=1C=2N(C=CC1)N=C(C2)C2N(CCC1=C2N=CN1)C1=NC=C(C=N1)C(O)C1=CC=CC=C1 [2-[4-(4-fluoropyrazolo[1,5-a]pyridin-2-yl)-1,4,6,7-tetrahydroimidazo[4,5-c]pyridin-5-yl]pyrimidin-5-yl]-phenyl-methanol